2-(3-Chloro-4-(2,2,2-trifluoroethoxy)phenyl)-4,4,5,5-tetramethyl-1,3,2-dioxaborolane ClC=1C=C(C=CC1OCC(F)(F)F)B1OC(C(O1)(C)C)(C)C